4-(bis(7-bromo-5-chloro-1H-pyrrolo[2,3-c]pyridin-3-yl)methyl)phenol BrC=1N=C(C=C2C1NC=C2C(C2=CC=C(C=C2)O)C2=CNC1=C(N=C(C=C12)Cl)Br)Cl